3-(3-(trifluoromethoxy)phenyl)azetidine 4-methylbenzenesulfonate CC1=CC=C(C=C1)S(=O)(=O)O.FC(OC=1C=C(C=CC1)C1CNC1)(F)F